ethyl 7-((2-oxoethoxy)methyl)imidazo[1,2-a]pyridine-3-carboxylate O=CCOCC1=CC=2N(C=C1)C(=CN2)C(=O)OCC